2,3-dimethyl-9,10-bis(isobutyryloxy)anthracene CC1=CC2=C(C3=CC=CC=C3C(=C2C=C1C)OC(C(C)C)=O)OC(C(C)C)=O